2-[(2-hydroxyindan-2-carbonyl)amino]-4-[3-[2-(5,6,7,8-tetrahydro-1,8-naphthyridin-2-yl)ethyl]cyclobutoxy]butanoic acid OC1(CC2=CC=CC=C2C1)C(=O)NC(C(=O)O)CCOC1CC(C1)CCC1=NC=2NCCCC2C=C1